(R)-benzyl (3-((tert-butyldiphenylsilyl)oxy)-2-hydroxypropyl)carbamate [Si](C1=CC=CC=C1)(C1=CC=CC=C1)(C(C)(C)C)OC[C@@H](CNC(OCC1=CC=CC=C1)=O)O